1-(4-(1-(2,6-difluorobenzyl)-3-(6-(2,2-difluoroethoxy)pyridin-3-yl)-5-((dimethylamino)methyl)-2,4-dioxo-1,2,3,4-tetrahydrothieno[2,3-d]pyrimidin-6-yl)phenyl)-3-methoxyurea FC1=C(CN2C(N(C(C3=C2SC(=C3CN(C)C)C3=CC=C(C=C3)NC(=O)NOC)=O)C=3C=NC(=CC3)OCC(F)F)=O)C(=CC=C1)F